ClC=1C=CC(=C(C1)C1=C(C=NC(=C1)C)C(=O)NC=1SC=2C(=NC=C(N2)C23CC(C2)(C3)C)N1)OC 4-(5-chloro-2-methoxyphenyl)-6-methyl-N-(6-(3-methylbicyclo[1.1.1]pentan-1-yl)thiazolo[4,5-b]pyrazin-2-yl)pyridine-3-carboxamide